6-(1-(6-chloro-1H-benzo[d]imidazol-2-yl)ethyl)-1,2,3,4-tetrahydro-1,5-naphthyridine ClC=1C=CC2=C(NC(=N2)C(C)C=2N=C3CCCNC3=CC2)C1